tert-butyl 4-(5-(4-amino-2-fluorophenoxy)-1-methyl-1H-indazol-6-yl)-1H-pyrazol-1-formate NC1=CC(=C(OC=2C=C3C=NN(C3=CC2C=2C=NN(C2)C(=O)OC(C)(C)C)C)C=C1)F